ClC=1C=C(C=CC1Cl)NC(=O)N1[C@@H]2CC[C@H]1CC1=C2C=CC(=C1)O (5R,8S)-N-(3,4-dichlorophenyl)-2-hydroxy-6,7,8,9-tetrahydro-5H-5,8-epiminobenzo[7]annulene-10-carboxamide